eicosanol behenate C(CCCCCCCCCCCCCCCCCCCCC)(=O)OCCCCCCCCCCCCCCCCCCCC